C(C)(=O)N[C@@H](C)C(=O)N[C@H](CCC(=O)O)C(N)=O acetyl-L-alanyl-d-isoglutamine